tert-butyl (3-(4-(2-(4-((3-(methylcarbamoyl)-1,2,4-oxadiazol-5-yl)methoxy)phenyl)propan-2-yl)phenoxy)propyl)carbamate CNC(=O)C1=NOC(=N1)COC1=CC=C(C=C1)C(C)(C)C1=CC=C(OCCCNC(OC(C)(C)C)=O)C=C1